S(Cl)Cl.N1(CCOCC1)C1CC(C1)N1N=C(C(=C1)NC(=O)C=1N=C(OC1)C=1C=NNC1)C1=NC=CN=C1 N-(1-((1s,3s)-3-morpholinylcyclobutyl)-3-(pyrazin-2-yl)-1H-pyrazol-4-yl)-2-(1H-pyrazol-4-yl)oxazole-4-carboxamide monosulfur dichloride